Carbon zinc-manganese [Mn].[Zn].[C]